FC=1C=C(COC2=CC(=C(C=C2)NC(C=C)=O)CC2=CC=NC=C2)C=CC1 N-(4-((3-fluorobenzyl)oxy)-2-(pyridin-4-ylmethyl)phenyl)acrylamide